4-amino-5-isopropyl-4H-1,2,4-triazole NN1C=NN=C1C(C)C